tetranitrocarbazole lithium [Li].[N+](=O)([O-])C1=C(C(=C(C=2NC3=CC=CC=C3C12)[N+](=O)[O-])[N+](=O)[O-])[N+](=O)[O-]